N1C(=NC2=C1C=CC=C2)C2(NC(=CC(=N2)NCCN2CCN(CC2)C)C)N 2-(1H-benzo[d]imidazol-2-yl)-6-methyl-N4-(2-(4-methylpiperazin-1-yl)ethyl)pyrimidine-2,4-diamine